[N+](=O)([O-])C1=CC(=CC=C1)[N+](=O)[O-] m-dinitrobenzene